2-cyclobutyl-7-methyl-6-oxo-1,2,3,4,6,7-hexahydro-[1,4]oxazepine C1(CCC1)C1OC(C(CNC1)=O)C